6-bromo-4-[1-[5-(trifluoromethyl)-3-pyridyl]ethoxy]pyrazolo[1,5-a]pyridine-3-carbonitrile BrC=1C=C(C=2N(C1)N=CC2C#N)OC(C)C=2C=NC=C(C2)C(F)(F)F